O1C(CCC1)CN (oxacyclopent-2-yl)methylamine